1-(2-hydroxy-4-(trifluoromethoxy)phenyl)-N-((3R,5S)-5-methyl-1-(1H-tetrazol-5-yl)piperidin-3-yl)cyclopropane-1-carboxamide OC1=C(C=CC(=C1)OC(F)(F)F)C1(CC1)C(=O)N[C@H]1CN(C[C@H](C1)C)C1=NN=NN1